NC1=C(C=C(C=C1C(F)(F)F)CN1C[C@H](CCC1)C)N1CC=C(C=C1C1CC1)C1=C(C=C(C=C1)F)C1=NN=CN1C (S)-N-(2-amino-5-((3-methylpiperidin-1-yl)methyl)-3-(trifluoromethyl)phenyl)-6-cyclopropyl-4-(4-fluoro-2-(4-methyl-4H-1,2,4-triazol-3-yl)phenyl)pyridine